IC1=CC=C(C=C1)NCC(=O)O (4-iodophenyl)glycine